CC1=NC(=NC=C1)[C@@H]1[C@H](C1)C1=NC2=CC(=NC=C2C(=C1)OCOCC[Si](C)(C)C)NC(OC(C)(C)C)=O |r| rac-tert-butyl (2-((1S*,2S*)-2-(4-methylpyrimidin-2-yl)cyclopropyl)-4-((2-(trimethylsilyl)ethoxy)methoxy)-1,6-naphthyridin-7-yl)carbamate